1,3,5-triazinethione N1C(N=CN=C1)=S